1-(4-(2,6-dioxopiperidin-3-yl)phenyl)piperidine-4-carbaldehyde O=C1NC(CCC1C1=CC=C(C=C1)N1CCC(CC1)C=O)=O